tert-butyl {[5-chloro-3-oxo-2-(2,2,2-trifluoroethyl)-2,3-dihydropyridazin-4-yl]oxy}acetate ClC1=C(C(N(N=C1)CC(F)(F)F)=O)OCC(=O)OC(C)(C)C